COC(C(CN1C(C(CCC1=O)N1C(C2=CC=C(C=C2C1)CNC(=O)OCC1=CC=CC=C1)=O)=O)(C)C)=O {3-[5-({[(benzyloxy)carbonyl]amino}methyl)-1-oxo-2,3-dihydro-1H-isoindol-2-yl]-2,6-dioxopiperidin-1-yl}2,2-dimethylpropionic acid methyl ester